3-(benzyloxy)cyclopentan-1-one C(C1=CC=CC=C1)OC1CC(CC1)=O